(R/S)-1-(Morpholin-2-ylmethyl)-6-[3-(trifluoromethyl)phenyl]-3H-imidazo[4,5-b]pyridin-2-one N1C[C@@H](OCC1)CN1C(NC2=NC=C(C=C21)C2=CC(=CC=C2)C(F)(F)F)=O |r|